COC(C1=CC(=C(C=C1)OC)[C@@H]1N(CCCCC1)C1=NC(=NC(=C1)C)N)=O |r| (±)-3-(1-(2-Amino-6-methylpyrimidin-4-yl)azepan-2-yl)-4-methoxybenzoic acid methyl ester